(1,1-dimethylethoxy)dimethylsilane CC(C)(O[SiH](C)C)C